OC1=CC=C(C2=CC=CC=C12)C1(C2=CC=CC(=C2C=2C(=CC=CC12)C1=CC=CC=C1)C1=CC=CC=C1)C1=CC=C(C2=CC=CC=C12)O 9,9-bis(4-hydroxy-1-naphthyl)-4,5-diphenylfluorene